2,2,3,3,6-pentafluoro-2,3-dihydro-1H-inden-1-one FC1(C(C2=CC(=CC=C2C1(F)F)F)=O)F